N[C@@H]1C[C@H](CC1)NC1=NC=C(C(=N1)C1=CNC=C1)C(F)(F)F 3-(2-(((1S,3S)-3-aminocyclopentyl)amino)-5-(trifluoromethyl)pyrimidin-4-yl)-1H-pyrrole